hydroxyethyl-N-(4-(1-isopropyl-1H-pyrazol-4-yl)5-methylpyrimidin-2-yl)-1,2,3,4-tetrahydroisoquinolin-6-amine OCCC1NCCC2=CC(=CC=C12)NC1=NC=C(C(=N1)C=1C=NN(C1)C(C)C)C